(1,1'-bis(diphenylphosphino)-ferrocene) palladium (II) dichloride [Pd](Cl)Cl.C1(=CC=CC=C1)P([C-]1C=CC=C1)C1=CC=CC=C1.[C-]1(C=CC=C1)P(C1=CC=CC=C1)C1=CC=CC=C1.[Fe+2]